N(=NC(C#N)(CC)C)C(C#N)(CC)C 2,2'-Azo-bis-(2-methyl-butyronitril)